5-Chloro-2-cyanopyridin-3-yl 3-deoxy-2-O-ethyl-3-[4-(2-thiazolyl)-1H-1,2,3-triazol-1-yl]-1-thio-α-D-galactopyranoside C(C)O[C@H]1[C@@H](SC=2C(=NC=C(C2)Cl)C#N)O[C@@H]([C@@H]([C@@H]1N1N=NC(=C1)C=1SC=CN1)O)CO